3-[2-[5-[5-[tert-butyl(dimethyl)silyl]oxy-1-tetrahydro-pyran-2-yl-indazol-3-yl]-2-methyl-pyrazol-3-yl]ethoxycarbonylamino]propyl methanesulfonate CS(=O)(=O)OCCCNC(=O)OCCC=1N(N=C(C1)C1=NN(C2=CC=C(C=C12)O[Si](C)(C)C(C)(C)C)C1OCCCC1)C